(1R,2S,4aS)-7-hydroxy-2-(4-(hydroxymethyl)-1H-1,2,3-triazol-1-yl)-5-methyl-1-phenyl-1,2,3,4,4a,5-hexahydrodipyrido[1,2-b:2',1'-f][1,2,4]triazine-6,8-dione OC=1C(C=CN2N3[C@H](N(C(C21)=O)C)CC[C@@H]([C@H]3C3=CC=CC=C3)N3N=NC(=C3)CO)=O